C(C=1C(C(=O)[O-])=CC=CC1)(=O)OCC Mono-ethyl phthalate